CN1N=C(C=C1C)NC1=NC=C(C(=N1)C1=CNC2=C(C=CC=C12)N1C(C2=CC=CC(=C2C1)C=1C=NC(=CC1)N1CCOCC1)=O)C 2-(3-(2-((1,5-dimethyl-1H-pyrazol-3-yl)amino)-5-methylpyrimidin-4-yl)-1H-indol-7-yl)-4-(6-morpholinopyridin-3-yl)isoindolin-1-one